CC1=C(N)C=CC(=C1)C1=NN(C=N1)C1=CC=C(C=C1)SC(F)(F)F 2-methyl-4-(1-(4-((trifluoromethyl)thio)phenyl)-1H-1,2,4-triazol-3-yl)aniline